N-(1,2,2,6,6-pentamethylpiperazin-4-yl)-methyl-acrylamide CN1C(CN(CC1(C)C)NC(C(=C)C)=O)(C)C